C(O[C@H](C)CC)(OCI)=O (R)-sec-butyl (iodomethyl) carbonate